COC=1C=NC=2N(C1)N=CC2C(=O)OCC 2-Ethyl 6-methoxypyrazolo[1,5-a]pyrimidine-3-carboxylate